COC(CNC(C1=NC=C(C(=C1)C)NC1=NC=C2N(C(N(C2=N1)C1CCOCC1)=O)C)=O)OC N-(2,2-dimethoxyethyl)-4-methyl-5-((7-methyl-8-oxo-9-(tetrahydro-2H-pyran-4-yl)-8,9-dihydro-7H-purin-2-yl)amino)picolinamide